BrC=1C(=C(C=CC1)C[C@@H](C)NC(OC(C)(C)C)=O)F tert-butyl (R)-(1-(3-bromo-2-fluorophenyl)propan-2-yl)carbamate